O=C1N(CC[C@H]1NC[C@H](C)NC1=C(C(NN=C1)=O)C(F)(F)F)C1CCN(CC1)C1=NC=C(C=N1)C(F)(F)F 5-(((S)-1-(((R)-2-oxo-1-(1-(5-(trifluoromethyl)pyrimidin-2-yl)piperidin-4-yl)pyrrolidin-3-yl)amino)propan-2-yl)amino)-4-(trifluoromethyl)pyridazin-3(2H)-one